diethylene glycol bis(2-propynyl) ether C(C#C)OCCOCCOCC#C